C(C)C=1C=CC(=NC1OC)C1CC(C1)=O 3-(5-ethyl-6-methoxypyridin-2-yl)cyclobutan-1-one